2-[2-[[3-[(E)-3-Oxo-3-phenylprop-1-enyl]phenyl]carbamoyl]phenyl]benzoic acid O=C(/C=C/C=1C=C(C=CC1)NC(=O)C1=C(C=CC=C1)C1=C(C(=O)O)C=CC=C1)C1=CC=CC=C1